4-[N-(1-methoxyformylethyl)sulfamoyl]Benzoic acid COC(=O)C(C)NS(=O)(=O)C1=CC=C(C(=O)O)C=C1